N-(sec-butyl)-2-methoxy-6-(pyrimidin-5-yl)-1H-benzo[d]imidazole-1-carboxamide C(C)(CC)NC(=O)N1C(=NC2=C1C=C(C=C2)C=2C=NC=NC2)OC